ClC=1C=C2C(=NC(=NC2=C(C1C1=CC=CC2=C1N=C(S2)N)F)N2CC(C2)N(C)C)N2CCNCC(C2)(F)F 4-(6-chloro-4-(6,6-difluoro-1,4-diazepan-1-yl)-2-(3-(dimethylamino)azetidin-1-yl)-8-fluoroquinazolin-7-yl)-benzo[d]thiazol-2-amine